1-(6-(1,2-benzoxazol-5-yl)thieno[2,3-b]pyridin-2-yl)-3,3-difluorocyclobutanol O1N=CC2=C1C=CC(=C2)C2=CC=C1C(=N2)SC(=C1)C1(CC(C1)(F)F)O